10-[2,6-difluoro-4-({2-[(2-hydroxyethyl)amino]ethyl}amino)phenyl]-4-fluoro-9-oxo-8-(propan-2-yl)-6,8,10-triazatricyclo[9.4.0.02,7]pentadeca-1(11),2(7),3,5,12,14-hexaene-13-carbonitrile FC1=C(C(=CC(=C1)NCCNCCO)F)N1C(N(C=2N=CC(=CC2C=2C=CC(=CC12)C#N)F)C(C)C)=O